CC1=CN=C(O1)C=1C=CC(=C(C1)O)C=1N=NC(=CC1)N(C1CC(NC(C1)(C)C)(C)C)C 5-(5-methyl-oxazol-2-yl)-2-(6-(methyl-(2,2,6,6-tetramethylpiperidin-4-yl)-amino)-pyridazin-3-yl)phenol